4-(4-methylbenzyloxy)aniline CC1=CC=C(COC2=CC=C(N)C=C2)C=C1